5-(4-((2-(2,2-difluoroethyl)-3-oxo-4H-quinoxalin-6-yl)methyl)piperazin-1-yl)-6-fluoro-N-(methyl-d3)pyridine-2-carboxamide FC(CC1=NC2=CC=C(C=C2NC1=O)CN1CCN(CC1)C=1C=CC(=NC1F)C(=O)NC([2H])([2H])[2H])F